C(#N)C=1C=C(C=CC1)S(=O)(=O)Cl 3-cyanobenzene-1-sulfonyl chloride